C12CN(CC(CC1)N2)C2=NC(=NC1=C(C(=C(C=C21)C(F)(F)F)C2=CC=C(C=1SC(=C(C12)C#N)N)F)F)N1CC(C1)(C)CC#N 4-(4-(3,8-diazabicyclo[3.2.1]octan-3-yl)-2-(3-(cyanomethyl)-3-methyl-azetidin-1-yl)-8-fluoro-6-(trifluoromethyl)quinazolin-7-yl)-2-amino-7-fluorobenzo[b]thiophene-3-carbonitrile